C(#N)C1=C(N=C(S1)NC(=O)C=1C=CC(=NC1)N1CCC(CC1)C(=O)O)C=1C=NC=CC1 1-(5-((5-cyano-4-(pyridin-3-yl)thiazol-2-yl)carbamoyl)pyridin-2-yl)piperidine-4-carboxylic acid